1-(4-(azepan-1-yl)-8-fluoro-2-((tetrahydro-1H-pyrrolizin-7a(5H)-yl)methoxy)-quinazolin-7-yl)-2,3,4,5-tetrahydro-1H-benzo[b]-azepine N1(CCCCCC1)C1=NC(=NC2=C(C(=CC=C12)N1C2=C(CCCC1)C=CC=C2)F)OCC21CCCN1CCC2